CC1=CC=C(C=C1)S(=O)(=O)N1C=CC2=C1N=CN=C2N2CC(CCC2)C=2C=C(C=CC2)N 3-{1-[7-(toluene-4-sulfonyl)-7H-pyrrolo[2,3-d]Pyrimidin-4-yl]Piperidin-3-yl}-phenylamine